Quinuclidin-3-yl (2-(4'-(2-methoxyethoxy)-[1,1'-biphenyl]-4-yl)propan-2-yl)carbamate COCCOC1=CC=C(C=C1)C1=CC=C(C=C1)C(C)(C)NC(OC1CN2CCC1CC2)=O